CS(=O)(=O)[O-].[Zn+2].CS(=O)(=O)[O-] Zinc methanesulphonate